3-amino-N-[2-hydroxy-3-(2,2,2-trifluoroethoxy)propyl]-5-{[4-(trifluoromethyl)phenyl]sulfonyl}pyridine-2-carboxamide NC=1C(=NC=C(C1)S(=O)(=O)C1=CC=C(C=C1)C(F)(F)F)C(=O)NCC(COCC(F)(F)F)O